(7-(6-Ethyl-2-methylpyridin-3-yl)-1-isobutyl-2-(1,2,5,6-tetrahydropyridin-3-yl)-1H-indol-5-yl)(1-ethylpyrrolo[3,4-c]pyrazol-5(1H,4H,6H)-yl)methanone C(C)C1=CC=C(C(=N1)C)C=1C=C(C=C2C=C(N(C12)CC(C)C)C=1CNCCC1)C(=O)N1CC=2N(N=CC2C1)CC